C(N)(OC(C1=CC=C(C=C1)CNC1=C(C=NC2=CC=CC=C12)[N+](=O)[O-])C(C)(C)C)=O (tert-butyl 4-(((3-nitroquinolin-4-yl) amino) methyl) benzyl) carbamate